C(C)N(C(C1=C(C=CC(=C1)F)C1=C2C=NN(C2=CC(=C1)C1CN(C1)[C@@H](C(C)C)CCC=O)C)=O)C(C)C N-ethyl-5-fluoro-2-{1-methyl-6-{1-[(3R)-2-methyl-6-oxohexan-3-yl]azetidin-3-yl}-1H-indazol-4-yl}-N-(isopropyl)benzamide